3-((4-(2-(2-aminopyridin-3-yl)-5-phenyl-3H-imidazo[4,5-b]pyridin-3-yl)benzyl)carbamoyl)-2-methylbenzoic acid NC1=NC=CC=C1C1=NC=2C(=NC(=CC2)C2=CC=CC=C2)N1C1=CC=C(CNC(=O)C=2C(=C(C(=O)O)C=CC2)C)C=C1